COC(C1CCN(CC1)C1=CC=C(C=C1)C1C=2C=CC(=CC2CCC1C1=CC=NC=C1)O)OC 5-(4-(4-(dimethoxymethyl)piperidin-1-yl)phenyl)-6-(pyridine-4-yl)-5,6,7,8-tetrahydronaphthalen-2-ol